(S)-8,8-Dimethyl-2-oxo-7,8-dihydro-2H,6H-pyrano[3,2-g]chromen-7-yl (E)-3-(3,4-dimethoxyphenyl)acrylat COC=1C=C(C=CC1OC)/C=C/C(=O)O[C@H]1CC=2C=C3C=CC(OC3=CC2OC1(C)C)=O